[O-]S(=O)(=O)C(F)(F)F.N1=CC=C(C=C1)[P+](C1=CC=CC=C1)(C1=CC=CC=C1)C1=CC=CC=C1 (pyridin-4-yl)triphenylphosphorus triflate